nitrogen isopropylacrylamide C(C)(C)C(C(=O)N)=C.[N]